COC(CC(=O)[O-])=O.[K+] Potassium monomethyl-malonate salt